C(C1=CC=CC=C1)[NH+](CC1=CC=CC=C1)O N,N-dibenzylhydroxy-ammonium